ClC=1C=C(C=CC1F)NC(N(CC(C)C)C1CCCC=2NC(C3=CC(=CC=C3C12)F)=O)=O 3-(3-chloro-4-fluorophenyl)-1-(8-fluoro-6-oxo-1,2,3,4,5,6-hexahydrophenanthridin-1-yl)-1-i-butylurea